C(C1=CC=CC=C1)N1C[C@H](OCC1)CSC (S)-4-benzyl-2-((methylthio)methyl)morpholine